BrC1=C(C=C(C=C1)N1CCN(CC1)C)F 1-(4-bromo-3-fluorophenyl)-4-methylpiperazine